Isopropoxide CC([O-])C